CC=1C=NC2=CC3=C(C4CN(CC3C4)C(C(F)(F)F)=O)C=C2N1 2-methyl-7,8,9,10-Tetrahydro-8-(trifluoroacetyl)-6,10-methano-6H-pyrazino[2,3-h][3]benzazepine